C(N)(=O)C=1C(=NC(=CC1)Cl)N1CCC(CC1)NC(OC(C)(C)C)=O Tert-Butyl (1-(3-carbamoyl-6-chloropyrid-2-yl)piperid-4-yl)carbamate